OCCOC1=CC=C(C=C1)C1(C2=CC=CC(=C2C=2C(=CC=CC12)C1=CC=CC=C1)C1=CC=CC=C1)C1=CC=C(C=C1)OCCO 9,9-bis(4-(2-hydroxyethoxy)phenyl)-4,5-diphenylfluorene